N1[C@H](CN[C@H](CN[C@H](CN[C@H](C1)CCCCNC(OC(C)(C)C)=O)CCCCNC(OC(C)(C)C)=O)CCCCNC(OC(C)(C)C)=O)CCCCNC(OC(C)(C)C)=O tetra-tert-butyl (((2S,5S,8S,11S)-1,4,7,10-tetraazacyclododecane-2,5,8,11-tetrayl)tetrakis(butane-4,1-diyl))tetracarbamate